N-(4,5-Dimethoxy-2-((4-(2-(((1-methyl-1H-indazol-6-yl)methyl)(pyridin-4-ylmethyl)amino)ethyl)phenyl)carbamoyl)phenyl)-4-oxo-4H-chromene-2-carboxamide COC1=CC(=C(C=C1OC)NC(=O)C=1OC2=CC=CC=C2C(C1)=O)C(NC1=CC=C(C=C1)CCN(CC1=CC=NC=C1)CC1=CC=C2C=NN(C2=C1)C)=O